NC1=NC=NN2C1=CC=C2[C@H]2[C@@H]([C@@H]([C@@](O2)(C#N)CO[P@@](=O)(OC2=CC=CC=C2)N[C@@H](C)C(=O)OC(C)C)O)O isopropyl ((R)-(((2R,3S,4R,5S)-5-(4-aminopyrrolo[2,1-f][1,2,4]triazin-7-yl)-2-cyano-3,4-dihydroxytetrahydrofuran-2-yl)methoxy)(phenoxy)phosphoryl)-L-alaninate